3-(2-amino-4,5-dimethoxyphenyl)-3-oxopropanenitrile NC1=C(C=C(C(=C1)OC)OC)C(CC#N)=O